C1(CC1)C=1N=C(N=NC1C1=C(C=C(C=C1)C(F)(F)F)OCOCC)N 5-cyclopropyl-6-(2-(ethoxymethoxy)-4-(trifluoromethyl)phenyl)-1,2,4-triazine-3-amine